C(C)(C)(C)OC(N(C(=O)OC(C)(C)C)C1=NC=C(N=C1C1=CC(=NO1)C1=C(C=C(C=C1)CN)F)C1=CC=C(C=C1)S(=O)(=O)C(C)C)=O tert-butyl(3-(3-(4-(aminomethyl)-2-fluorophenyl)isoxazol-5-yl)-5-(4-(isopropylsulfonyl)phenyl)pyrazine-2-yl)(tert-butoxycarbonyl)carbamate